C(C)(C)(C)OC(=O)N1C(OC[C@@H]1[C@@H](C(C)C)OC)(C)C (R)-4-((R)-1-methoxy-2-methylpropyl)-2,2-dimethyloxazolidine-3-carboxylic acid tert-butyl ester